tert-butyl 8-fluoro-2-(6-methyl-2-((1-(methylsulfonyl) piperidin-4-yl) amino) pyrido[3,4-d]pyrimidin-8-yl)-2,6-diazaspiro[3.4]octane-6-carboxylate FC1CN(CC12CN(C2)C2=NC(=CC1=C2N=C(N=C1)NC1CCN(CC1)S(=O)(=O)C)C)C(=O)OC(C)(C)C